C(C)(C)(C)OC(=O)N[C@H](C(=O)O)CC1=CC=C(C=C1)C(F)(F)F (S)-2-((tert-Butoxycarbonyl)amino)-3-(4-(trifluoromethyl)phenyl)propanoic acid